C(=O)O.O1CCN(CC1)[C@H](C)C1=CC=C(NC=2C(=NC=CN2)C(=O)N)C=C1 |o1:9| 3-[4-[rel-(1R)-1-morpholinoethyl]anilino]pyrazine-2-carboxamide formate salt